ClC1=C(C=C(OCC(=O)NC23CC(C2)(C3)NC3=NC=CC=2C3=CN(N2)C)C=C1)F 2-(4-chloro-3-fluorophenoxy)-N-{3-[(2-methyl-2H-pyrazolo[4,3-c]pyridin-4-yl)amino]bicyclo[1.1.1]pent-1-yl}acetamide